1-(2-aminoethyl)-2-[(4-chlorophenyl)methyl]-5-[(3,5-difluorophenyl)methyl]-6,7-dihydro-4H-pyrazolo[4,3-c]pyridin-3-one NCCN1N(C(C=2CN(CCC21)CC2=CC(=CC(=C2)F)F)=O)CC2=CC=C(C=C2)Cl